2,5-dichloro-4-[5-(piperidin-4-yl)furan-2-yl]pyrimidine ClC1=NC=C(C(=N1)C=1OC(=CC1)C1CCNCC1)Cl